trans-1,2-bis-(bis(3,5-dimethylphenyl)phosphinomethyl)cyclobutene CC=1C=C(C=C(C1)C)P(C1=CC(=CC(=C1)C)C)CC1=C(CC1)CP(C1=CC(=CC(=C1)C)C)C1=CC(=CC(=C1)C)C